2-chloropyrido[2,3-d]pyrimidin-4-ol ClC=1N=C(C2=C(N1)N=CC=C2)O